1-(3-aminobutyl)-3-ethyl-imidazolium chloride [Cl-].NC(CCN1C=[N+](C=C1)CC)C